3-(1-(5-Chloro-4-fluoro-2-(methylthio)-8,9-dihydro-10H-7-oxa-1,3,6,10-tetraazacyclohepta[de]naphthalen-10-yl-8,8-d2)ethyl)pyridin-2-amine ClC1=C(C=2N=C(N=C3C2C(=N1)OC(CN3C(C)C=3C(=NC=CC3)N)([2H])[2H])SC)F